4-(2-{5-[(1R,4R,7R)-7-amino-2-azabicyclo[2.2.1]heptane-2-carbonyl]-7-methoxy-1-methyl-1H-1,3-benzodiazol-2-yl}-1-(cyclopropylmethyl)-1H-indol-6-yl)cyclohexan-1-ol N[C@H]1[C@@H]2N(C[C@H]1CC2)C(=O)C2=CC1=C(N(C(=N1)C=1N(C3=CC(=CC=C3C1)C1CCC(CC1)O)CC1CC1)C)C(=C2)OC